C(=O)(O)C(O)C(O)C(=O)O.BrC=1NC2=CC=CC=3C4=C[C@H](CN([C@@H]4CC1C32)CCCF)C(=O)N(CC)CC.BrC=3NC2=CC=CC=1C4=C[C@H](CN([C@@H]4CC3C12)CCCF)C(=O)N(CC)CC (6aR,9R)-5-bromo-N,N-diethyl-7-(3-fluoropropyl)-4,6,6a,7,8,9-hexahydroindolo[4,3-fg]quinoline-9-carboxamide hemitartrate